COC1=C(C=C2C(=CC=NC2=C1)OC1=CC2=CC=CC(=C2C=C1)C(NC=1SC(=CN1)C)=O)C(=O)N 7-methoxy-4-((5-((5-methylthiazol-2-yl)carbamoyl)naphthalen-2-yl)oxy)quinoline-6-carboxamide